CC1=CNC2=NC=C(C=C21)C=2C=C1CCN(CC1=C(C2)[C@H]2N(CCC2)C(=O)OC(C)(C)C)C(=O)C=2C(=NC(=NC2)C)C(F)(F)F tert-butyl (S)-2-(6-(3-methyl-1H-pyrrolo[2,3-b]pyridin-5-yl)-2-(2-methyl-4-(trifluoromethyl)pyrimidine-5-carbonyl)-1,2,3,4-tetrahydroisoquinolin-8-yl)pyrrolidine-1-carboxylate